(S)-3,4-dichloro-N-(2-(dimethylamino)-3-(1H-indazol-5-yl)propyl)benzamide ClC=1C=C(C(=O)NC[C@H](CC=2C=C3C=NNC3=CC2)N(C)C)C=CC1Cl